4-[(1S)-1-(2,5,6-trimethylpyrimidin-4-yl)oxyethyl]benzonitrile CC1=NC(=C(C(=N1)O[C@@H](C)C1=CC=C(C#N)C=C1)C)C